O=C1N=C(SC1=O)N(C1=CC=C(C=C1)C=1C(=C(N(N1)C)NC(C1=CC=C(C=C1)OC(F)(F)F)=O)C)C N-[5-[4-[(4,5-dioxothiazol-2-yl)-methyl-amino]phenyl]-2,4-dimethyl-pyrazol-3-yl]-4-(trifluoromethoxy)benzamide